C(C)(=O)O\C=C/CCCCCCCCCCCCCCC (Z)-l-1-Heptadecenyl acetate